2-[2-(2-thienyl)ethyl]benzoic acid S1C(=CC=C1)CCC1=C(C(=O)O)C=CC=C1